O=S1(CCN(CC1)C1=CC=C(S1)C=C1C(=NOC1=O)C(C(F)(F)F)(F)F)=O 4-((5-(1,1-dioxidothiomorpholino)thiophen-2-yl)methylene)-3-(perfluoroethyl)isoxazol-5(4H)-one